C(C=C)(=O)OO.[K] potassium 1-hydroxy acrylate